FC1=C(C=C(C(=C1)OC)F)C=1C=C2CC(C(C2=CC1)NC(O[C@@H]1CN2CCC1CC2)=O)(C)C (S)-quinuclidin-3-yl (5-(2,5-difluoro-4-methoxyphenyl)-2,2-dimethyl-2,3-dihydro-1H-inden-1-yl)carbamate